NC1=C(C(=NC=N1)N1C[C@@H](CCC1)N1C(C(CC=CC1)NC1=CC(=CC(=C1)F)Cl)=O)F 1-((R)-1-(6-amino-5-fluoropyrimidin-4-yl)piperidin-3-yl)-3-(3-chloro-5-fluorophenylamino)-3,4-dihydro-1H-azepin-2(7H)-one